N4-(5-(3,5-difluoropyridin-2-yl)-2-fluorophenyl)-7-(3-morpholinopropoxy)quinazoline-4,6-diamine FC=1C(=NC=C(C1)F)C=1C=CC(=C(C1)NC1=NC=NC2=CC(=C(C=C12)N)OCCCN1CCOCC1)F